Cl.FC=1C=NC2=CC=C(N=C2C1N)C=1CCNCC1 3-fluoro-6-(1,2,3,6-tetrahydropyridin-4-yl)-1,5-naphthyridine-4-Amine hydrochloride